O1N=CC=2N=CSC21 isoxazolo[4,5-d]thiazole